benzyl 1-[(1-tert-butoxycarbonylazetidin-3-yl)methyl]-1-(2-tert-butoxy-2-oxo-ethyl)piperidin-1-ium-4-carboxylate C(C)(C)(C)OC(=O)N1CC(C1)C[N+]1(CCC(CC1)C(=O)OCC1=CC=CC=C1)CC(=O)OC(C)(C)C